[Li+].[Li+].OCP(=O)C(CCC(=O)[O-])=O.OCP(=O)C(CCC(=O)[O-])=O 4-(hydroxymethylphosphinyl)-4-oxobutanoic acid dilithium salt